sulfamate ammonium [NH4+].S(N)([O-])(=O)=O